C(CCCCCCCCCCCCCCC)(=O)N[C@@H](C(O)[C@H]1[C@H](O)[C@@H](O)[C@@H](O)[C@H](O1)CO)[C@H](O)CCCCCCCCCCCCCCC N-(hexadecanoyl)-1-beta-galactosyl-sphinganine